((1S,3r)-3-(((S)-(2,3-dichloro-6-fluoro-5-hydroxyphenyl) (4-fluoro-bicyclo[2.2.1]hept-1-yl) methyl) carbamoyl) cyclobutyl) carbamate C(N)(OC1CC(C1)C(N[C@@H](C12CCC(CC1)(C2)F)C2=C(C(=CC(=C2F)O)Cl)Cl)=O)=O